N-[(1s,4s)-4-{[2-(trifluoromethyl)quinolin-4-yl]amino}cyclohexyl]-5-(trifluoromethyl)thiophene-2-carboxamide FC(C1=NC2=CC=CC=C2C(=C1)NC1CCC(CC1)NC(=O)C=1SC(=CC1)C(F)(F)F)(F)F